chromium (III) neopentanoate C(C(C)(C)C)(=O)[O-].[Cr+3].C(C(C)(C)C)(=O)[O-].C(C(C)(C)C)(=O)[O-]